1-methanesulfonylpiperidin-3-ol CS(=O)(=O)N1CC(CCC1)O